BrC1=C2C=CN(C2=CC=C1)C1CCC(CC1)CO (4-(4-bromo-1H-indol-1-yl)cyclohexyl)methanol